FC=1C(=C2C(=NC(=NN2C1)N[C@@H]1[C@@H](CN(CC1)C1COC1)F)OC)C=1C=CC=2N(C1)C(=CN2)C(=O)NC 6-(6-fluoro-2-(((3R,4S)-3-fluoro-1-(oxetan-3-yl)piperidin-4-yl)amino)-4-methoxypyrrolo[2,1-f][1,2,4]triazin-5-yl)-N-methylimidazo[1,2-a]pyridine-3-carboxamide